methyl 4-((4-bromo-6,7-difluoro-1H-indol-5-yl)methyl)pyridine-2-carbimidothioate BrC1=C2C=CNC2=C(C(=C1CC1=CC(=NC=C1)C(=N)SC)F)F